ClC1=C(C=CC=C1)C=1N=C(SC1)NC(C1=NC=C(C=C1)N1CC2(C1)CN(C2)C(COC)=O)=O N-(4-(2-chlorophenyl)thiazol-2-yl)-5-(6-(2-methoxyacetyl)-2,6-diazaspiro[3.3]hept-2-yl)picolinamide